C(C(C)C)C1=CC=C(C=C1)C(C)OCCC 1-isobutyl-4-(1-propoxyethyl)benzene